2-chloro-4-(cyclobutylamino)-N-(2-methoxy-6-METHYLPHENYL)pyrimidine-5-carboxamide ClC1=NC=C(C(=N1)NC1CCC1)C(=O)NC1=C(C=CC=C1C)OC